CN1N=CC(=C1C1=NC=C(C(=C1)OC1CN(C1)C(=O)N1N=CCC1C=1N=C(SC1)C)F)C (3-((2-(1,4-dimethyl-1H-pyrazol-5-yl)-5-fluoropyridin-4-yl)oxy)azetidin-1-yl)(5-(2-methylthiazol-4-yl)-4,5-dihydro-1H-pyrazol-1-yl)methanone